N,N-dimethylaminoethyl diethylacrylate sulfate S(=O)(=O)(O)O.C(C)C(=CC(=O)OCCN(C)C)CC